FC(C1=NC(=NO1)C=1C=C2CCC(C2=CC1)NC(C1=CC=CC=C1)=O)F N-(5-(5-(difluoromethyl)-1,2,4-oxadiazol-3-yl)-2,3-dihydro-1H-inden-1-yl)benzamide